5-bromo-8-fluoroisoquinolin BrC1=C2C=CN=CC2=C(C=C1)F